C1(=CC=CC=C1)C1=C(C(=NC2=NC=CC=C12)C1=CC=CC=C1)C1=CC=CC=C1 triphenylnaphthyridine